(S)-1-acetamido-3-chloropropan-2-yl acetate C(C)(=O)O[C@@H](CNC(C)=O)CCl